C(#CC)C(=O)C#CC propynylketone